[Fe].CC(CC(CC(C)=O)=O)C.CC(CC(CC(C)=O)=O)C.CC(CC(CC(C)=O)=O)C tris(6-methyl-2,4-heptanedione) iron